(12aR)-7-benzyloxy-12-[(R)-(3,4-difluorophenyl)(2-methylsulfanylphenyl)methyl]-3,4,12,12a-tetrahydro-1H-[1,4]oxazino[3,4-c]pyrido[2,1-f][1,2,4]triazine-6,8-dione C(C1=CC=CC=C1)OC=1C(C=CN2N([C@H]3N(C(C21)=O)CCOC3)[C@@H](C3=C(C=CC=C3)SC)C3=CC(=C(C=C3)F)F)=O